CN(C(C(C)(C)C)=O)C N,N-dimethyl-pivalamide